ClC1=CC(=C(C=C1C#N)NS(=O)(=O)C1=C(C(=O)O)C=CC(=C1)C1CC1)OC1C(CC1)C1CC1 (N-(4-chloro-5-cyano-2-(2-cyclopropylcyclobutoxy)phenyl)sulfamoyl)-4-cyclopropylbenzoic acid